2-amino-7-(E)-cinnamyl-9-((2R,3R,5S)-3-hydroxy-5-(hydroxymethyl)tetrahydrofuran-2-yl)-7,9-dihydro-8H-purin-8-one NC1=NC=C2N(C(N(C2=N1)[C@@H]1O[C@@H](C[C@H]1O)CO)=O)C\C=C\C1=CC=CC=C1